5-ethynyl-2-((4-(4-methylpiperazin-1-yl)phenyl)amino)-8-((2-oxopyrrolidin-3-yl)methyl)pyrido[2,3-d]pyrimidin-7(8H)-one C(#C)C1=CC(N(C=2N=C(N=CC21)NC2=CC=C(C=C2)N2CCN(CC2)C)CC2C(NCC2)=O)=O